ethyl (1S,4S)-4-((methylsulfonyl)oxy)cyclohexane-1-carboxylate CS(=O)(=O)OC1CCC(CC1)C(=O)OCC